C1C(CC12CNCC2)C#CC=2C(=C(C(=CC2)O)N2CC(NS2(=O)=O)=O)F 5-(3-((6-azaspiro[3.4]octan-2-yl)ethynyl)-2-fluoro-6-hydroxyphenyl)-1,2,5-thiadiazolidin-3-one 1,1-dioxide